ClC1=C(CCC1N1C(C2=CC=CC=C2C1=O)=O)C=O 2-chloro-3-(1,3-dioxoisoindolin-2-yl)cyclopent-1-ene-1-carbaldehyde